COC1=C(N(CC=C)CC=C)C=C(C=C1)NC(C)=O 2-methoxy-5-acetamido-N,N-diallylaniline